N=C1C2=C(C(NC1=O)=O)C=C(S2)C2=CC=CC=C2 7-imino-2-phenylthieno[3,2-c]pyridine-4,6(5H,7H)-dione